N[C@@H](C(=O)NC1=CC=C(C=C1)C1=NC=CC=C1F)C (R)-2-amino-N-(4-(3-fluoropyridin-2-yl)phenyl)propanamide